3-aminopropanehydrazide NCCC(=O)NN